(S)- and (R)-2-((3,4-dichlorophenethyl)amino)-1-(1H-indol-3-yl)-2-phenylethan-1-one ClC=1C=C(CCN[C@H](C(=O)C2=CNC3=CC=CC=C23)C2=CC=CC=C2)C=CC1Cl |r|